7-(6-methylpyridin-3-yl)-1-phenyl-2,3-dihydro-1H-benzo[d]pyrrolo[1,2-a]imidazole CC1=CC=C(C=N1)C1=CC2=C(N=C3N2C(CC3)C3=CC=CC=C3)C=C1